2-amino-7-(cyclopropylmethyl)-9-((2r,3r,4r,5r)-3,4-dihydroxy-5-(hydroxymethyl)-tetrahydrofuran-2-yl)-7,9-dihydro-purin-8-one NC1=NC=C2N(C(N(C2=N1)[C@@H]1O[C@@H]([C@@H]([C@H]1O)O)CO)=O)CC1CC1